FC(CN(C(N[C@H](C(=O)O)CCN(CCCCC1=NC=2NCCCC2C=C1)CCOC)=O)CC)F (S)-2-(3-(2,2-difluoroethyl)-3-ethylureido)-4-((2-methoxyethyl)(4-(5,6,7,8-tetrahydro-1,8-naphthyridin-2-yl)butyl)amino)butanoic acid